2-fluorodibenzo[c,e]oxepine-5(7H)-thione FC1=CC2=C(C(OCC3=C2C=CC=C3)=S)C=C1